3-(4-chloro-2-fluoro-5-methoxybenzylidene)-4-(2-chloropyridin-3-yl)-1-cyclopropylpiperazin-2-one ClC1=CC(=C(C=C2C(N(CCN2C=2C(=NC=CC2)Cl)C2CC2)=O)C=C1OC)F